2-cyano-N-[5-(3-fluorophenoxy)-2-pyridyl]-2-methyl-propionamide C(#N)C(C(=O)NC1=NC=C(C=C1)OC1=CC(=CC=C1)F)(C)C